ClC=1C=C(C=CC1Cl)C(CN(C)C)C1=C(C(=O)N)C=CC(=C1)OC(F)(F)F (1-(3,4-dichlorophenyl)-2-(dimethylamino)ethyl)-4-(trifluoromethoxy)benzamide